The molecule is the pyranose form of D-galactosamine. It has a role as a toxin. It is a D-galactosamine and a primary amino compound. It derives from a D-galactopyranose. It is a conjugate base of a 2-ammonio-2-deoxy-D-galactopyranose. C([C@@H]1[C@@H]([C@@H]([C@H](C(O1)O)N)O)O)O